CC1C(=NCCN1C(=O)OC(C)(C)C)SC tert-butyl 6-methyl-5-(methylthio)-3,6-dihydropyrazine-1(2H)-carboxylate